(S)-2,8-bis(benzhydryl)-5-(1-(4-(trifluoromethyl)phenyl)ethyl)-2,5,8-triazaspiro[3.5]nonane-6,9-dione C(C1=CC=CC=C1)(C1=CC=CC=C1)N1CC2(C1)N(C(CN(C2=O)C(C2=CC=CC=C2)C2=CC=CC=C2)=O)[C@@H](C)C2=CC=C(C=C2)C(F)(F)F